{5-[(1S,2S)-2-fluorocyclopropyl]-1,2,4-oxadiazol-3-yl}-N-{(1R,2S,6S)-2-fluoro-6-[4-(propan-2-yl)piperazin-1-yl]cyclohexyl}-4-methylpiperidine-1-carboxamide F[C@@H]1[C@@H](C1)C1=NC(=NO1)C1N(CCC(C1)C)C(=O)N[C@H]1[C@H](CCC[C@@H]1N1CCN(CC1)C(C)C)F